C1CC2=CC=CC=C2[C@@H]1O (R)-(+)-1-indanol